(R)-3-(3-(4-phenylthiazol-2-yl)ureido)pyrrolidine-1-carboxylic acid tert-butyl ester C(C)(C)(C)OC(=O)N1C[C@@H](CC1)NC(=O)NC=1SC=C(N1)C1=CC=CC=C1